tert-butyl 4-[1-[2-[4-(methylsulfamoyl) anilino]-5-(trifluoromethyl) pyrimidin-4-yl] pyrazol-4-yl]-3,6-dihydro-2H-pyridine-1-carboxylate CNS(=O)(=O)C1=CC=C(NC2=NC=C(C(=N2)N2N=CC(=C2)C=2CCN(CC2)C(=O)OC(C)(C)C)C(F)(F)F)C=C1